FC(N1N=CC(=C1)C1=C(N=C2C(=CC=NC2=C1)OC1=C(C=C(C=C1)NC(=O)C1=CN(C=C(C1=O)C1=CC=C(C=C1)F)C(C)C)F)OC)F N-[4-[[7-[1-(Difluoromethyl)pyrazol-4-yl]-6-methoxy-1,5-naphthyridin-4-yl]oxy]-3-fluorophenyl]-5-(4-fluorophenyl)-4-oxo-1-propan-2-ylpyridine-3-carboxamide